FC=1C=C(C=CC1OC1=C2C(=NC=C1)N(C=C2C(C)C)COCC[Si](C)(C)C)NC(=O)NCC2(COC2)C N-(3-fluoro-4-{[3-(propan-2-yl)-1-{[2-(trimethylsilyl)ethoxy]methyl}-1H-pyrrolo[2,3-b]pyridin-4-yl]oxy}phenyl)-N'-[(3-methyloxetan-3-yl)methyl]urea